(S)-3-(1,1-difluoro-3-(4-methyl-4H-1,2,4-triazol-3-yl)propan-2-yl)aniline FC([C@@H](CC1=NN=CN1C)C=1C=C(N)C=CC1)F